Cl.Cl.CN1N=CC(=C1)C=1N=C(C=2N(C1)N=CC2)C=2C=NC(=CC2)N2CCNCC2 6-(1-methyl-1H-pyrazol-4-yl)-4-(6-(piperazin-1-yl)pyridin-3-yl)pyrazolo[1,5-a]Pyrazine dihydrochloride